C(C)(C)(C)OC(N(C1=C(C=C(C=C1)NC=C1C(OC(OC1=O)(C)C)=O)F)C1CC1)=O tert-butylcyclopropyl(4-(((2,2-dimethyl-4,6-dioxo-1,3-dioxan-5-ylidene)methyl)amino)-2-fluorophenyl)carbamate